C(#N)C1=CC2=C(N=C(N=C2)NC2=C(C=C(C(=O)OC)C=C2)OC2CC2)N1[C@H](COC)C methyl (S)-4-((6-cyano-7-(1-methoxypropane-2-yl)-7H-pyrrolo[2,3-d]pyrimidin-2-yl) amino)-3-cyclopropoxybenzoate